(1S,4S,5R)-5-[[5-cyclopropyl-3-(2,6-dichlorophenyl)-1,2-oxazole-4-carbonyloxy]-2-azabicyclo[2.2.1]heptan-2-yl]-4-fluoro-1,3-benzothiazole-6-carboxylic acid C1(CC1)C1=C(C(=NO1)C1=C(C=CC=C1Cl)Cl)C(=O)O[C@@]12N(C[C@@H](CC1)C2)C=2C(=CC1=C(N=CS1)C2F)C(=O)O